BrC1=C(C=C2C=NN(C2=C1)C1OCCCC1)OC 6-bromo-5-methoxy-1-(tetrahydro-2H-pyran-2-yl)-1H-indazol